5-(2-{[4-(hexahydropyridin-1-yl)phenyl]oxy}-5-(2-methylsulfonylphenylamino)phenyl)-1H-pyrrole-2-carboxylic acid N1(CCCCC1)C1=CC=C(C=C1)OC1=C(C=C(C=C1)NC1=C(C=CC=C1)S(=O)(=O)C)C1=CC=C(N1)C(=O)O